[C@@H]12N(C[C@@H](NC1)C2)C2=C(C=C(C=C2)F)C2=C(N=C(S2)C2=C(C=CC=C2OC)F)C(=O)N (2-((1S,4S)-2,5-diazabicyclo[2.2.1]hept-2-yl)-5-fluorophenyl)-2-(2-fluoro-6-methoxyphenyl)thiazole-4-carboxamide